cyclohexyl-5-nitro-1-(phenylsulfonyl)-1H-pyrrolo[2,3-b]pyridin-4-amine C1(CCCCC1)C1=CC2=C(N=CC(=C2N)[N+](=O)[O-])N1S(=O)(=O)C1=CC=CC=C1